N-((2S,3R)-1-(4-((2-fluoro-3-methyl-4-((1-methyl-1H-benzo[d][1,2,3]triazol-5-yl)oxy)phenyl)amino)pyrido[3,2-d]pyrimidin-6-yl)-2-methylpiperidin-3-yl)acrylamide FC1=C(C=CC(=C1C)OC1=CC2=C(N(N=N2)C)C=C1)NC=1C2=C(N=CN1)C=CC(=N2)N2[C@H]([C@@H](CCC2)NC(C=C)=O)C